C(C1=CC=CC=C1)OCCC1=C(N=C2N(C1=O)C1=C(N2)C=CC=C1)C(C)CC 3-(2-(benzyloxy)ethyl)-2-(sec-butyl)benzo[4,5]imidazo[1,2-a]pyrimidin-4(10H)-one